[N+](=O)([O-])C1=CC2=C(NC(C(O2)CCC(=O)OC)=O)C=C1 Methyl 3-(7-nitro-3-oxo-4H-1,4-benzoxazin-2-yl)propanoate